FC1=C(C=C(C(=C1)C)SCC(F)(F)F)N=C1SCC(N1CC(F)(F)F)=O {2-fluoro-4-methyl-5-[(2,2,2-trifluoroethyl)sulfanyl]phenyl}imino-3-(2,2,2-trifluoroethyl)-1,3-thiazolidin-4-one